ClC1=C(C=CC=C1C=1C(=NNC1)F)C(=O)N1C[C@H]2CO[C@@](CN2CC1)(C=1C=NC(=CC1)C(F)(F)F)F [2-Chloro-3-(3-fluoro-1H-pyrazol-4-yl)phenyl]-[(3S,9aS)-3-fluoro-3-[6-(trifluoromethyl)-3-pyridyl]-1,4,6,7,9,9a-hexahydropyrazino[2,1-c][1,4]oxazin-8-yl]methanon